di(2-methyl-4-methoxyaniline) iron chloride [Fe](Cl)Cl.CC1=C(N)C=CC(=C1)OC.CC1=C(N)C=CC(=C1)OC